CS(=O)(=O)C1=CC(=C(C=C1)NCC#CC=1N(C2=CC=CC(=C2C1)NC1CCS(CC1)(=O)=O)CC1OC1)OC 4-[(2-{3-[(4-methanesulfonyl-2-methoxyphenyl)amino]prop-1-yn-1-yl}-1-(oxiran-2-ylmethyl)-1H-indol-4-yl)amino]-1λ6-thiane-1,1-dione